15-chloro-21,23-difluoro-18,18-dioxo-8,11-dioxa-18λ6-thia-19-azatetracyclo[18.3.1.113,17.02,7]pentacosa-1(23),2(7),3,5,13,15,17(25),20(24),21-nonaen-16-ol ClC=1C=C2COCCOC=3C=CC=CC3C3=C(C=C(C(NS(C(C1O)=C2)(=O)=O)=C3)F)F